1-(4-(4-hydroxypiperidin-1-yl)benzyl)-3-(4-(2-(4-methoxyphenyl)propan-2-yl)thiazol-2-yl)urea OC1CCN(CC1)C1=CC=C(CNC(=O)NC=2SC=C(N2)C(C)(C)C2=CC=C(C=C2)OC)C=C1